tert-butyl (2S)-2-((2S)-2-acetamido-3-(1-methyl-1H-indol-3-yl)propanamido)-5,5-dimethylhexanoate C(C)(=O)N[C@H](C(=O)N[C@H](C(=O)OC(C)(C)C)CCC(C)(C)C)CC1=CN(C2=CC=CC=C12)C